1,3-Bis-(2,2-dimethyl-3-oxopropyl)imidazolidin CC(CN1CN(CC1)CC(C=O)(C)C)(C=O)C